C(CC)[C@@H]1[C@@H](C1)C(=O)O (1R,2S)-2-PROPYLCYCLOPROPANECARBOXYLIC ACID